lead aluminum iron [Fe].[Al].[Pb]